N-(4-chlorobenzyl)-N-(4-fluorobenzyl)-4-(3-(pyridin-4-ylmethyl)ureido)benzenesulfonamide ClC1=CC=C(CN(S(=O)(=O)C2=CC=C(C=C2)NC(=O)NCC2=CC=NC=C2)CC2=CC=C(C=C2)F)C=C1